BrC(C(=O)NC1=C(C=CC=C1)C(F)(F)F)=C 2-Bromo-N-(2-trifluoromethylphenyl)acrylamide